Cl.Cl.C(C)C(C(=O)N)(C(=O)N)CC diethyl-malonamide dihydrochloride